C[NH+]1C(CCC1)=O N-methyl-2-pyrrolidonium